COC=1C=CC2=C(N(C(=N2)C2=CC=CC=C2)CCCC2=CC=CC=C2)C1 6-Methoxy-2-phenyl-1-(3-phenylpropyl)-1H-benzo[d]imidazole